C12(CC3CC(CC(C1)C3)C2)NCCCCCCC2=C3CN(C(C3=CC=C2)=O)C2C(NC(CC2)=O)=O 3-(4-(6-((adamantan-1-yl)amino)hexyl)-1-oxoisoindolin-2-yl)piperidine-2,6-dione